methyl 3-(2,3-dihydroxypropyl)-4-oxotetrahydrofuran-3-carboxylate OC(CC1(COCC1=O)C(=O)OC)CO